tert-butyl (S)-3-((9-ethyl-2-(((R)-1-hydroxy-3-methylbutan-2-yl)amino)-9H-purin-6-yl)amino)pyrrolidine-1-carboxylate C(C)N1C2=NC(=NC(=C2N=C1)N[C@@H]1CN(CC1)C(=O)OC(C)(C)C)N[C@@H](CO)C(C)C